4-(2-acryloyl-2,6-diazaspiro[3.4]octan-6-yl)-6-(5-methyl-1H-indazol-4-yl)-2-(8-methyl-2,8-diazaspiro[4.5]decan-2-yl)pyrimidine-5-carbonitrile C(C=C)(=O)N1CC2(C1)CN(CC2)C2=NC(=NC(=C2C#N)C2=C1C=NNC1=CC=C2C)N2CC1(CC2)CCN(CC1)C